N(N)S(=O)(=O)O.C1(C=CC=C2C(C=CC=C12)=O)=O 5-naphthoquinone diazanesulfonate